decyl 8-{N-[(6Z)-2-[(4Z)-dec-4-en-1-yl]dodec-6-en-1-yl]-5-(dimethylamino)pentanamido}octadecenoate C(CC\C=C/CCCCC)C(CN(C(CCCCN(C)C)=O)C(CCCCC=CC(=O)OCCCCCCCCCC)CCCCCCCCCC)CCC\C=C/CCCCC